(S)-1-Amino-2-(1-(but-2-ynoyl)piperidin-2-yl)-4-(4-((4-(4-fluorophenyl)pyridin-2-yl)carbamoyl)phenyl)-1H-imidazol-5-carboxamid NN1C(=NC(=C1C(=O)N)C1=CC=C(C=C1)C(NC1=NC=CC(=C1)C1=CC=C(C=C1)F)=O)[C@H]1N(CCCC1)C(C#CC)=O